N-[4-[2,3-dichloro-5-(4-methylpiperazin-1-yl)phenoxy]-6-(2,6-dimethylphenyl)pyrimidin-2-yl]-1-methyl-pyrazole-4-sulfonamide ClC1=C(OC2=NC(=NC(=C2)C2=C(C=CC=C2C)C)NS(=O)(=O)C=2C=NN(C2)C)C=C(C=C1Cl)N1CCN(CC1)C